C(C)(CC)N1C(CCC1)=O N-(sec-butyl)pyrrolidone